[Na].[Na].OC=1C(=C(NF)C(=C(C1[N+](=O)[O-])O)[N+](=O)[O-])[N+](=O)[O-] 3,5-dihydroxy-2,4,6-trinitrofluoroaniline disodium salt